C(C)(=O)N1CC=2N(CC1)C(=NC2C=2C=CC=C1C=C(N=CC21)C=2C=CC(=NC2)C(=O)NC2C(CCC2)CNC2=C1C(N(C(C1=CC=C2)=O)C2C(NC(CC2)=O)=O)=O)CC 5-(8-(7-acetyl-3-ethyl-5,6,7,8-tetrahydroimidazo[1,5-a]pyrazin-1-yl)isoquinolin-3-yl)-N-(2-(((2-(2,6-dioxopiperidin-3-yl)-1,3-dioxoisoindolin-4-yl)amino)methyl)cyclopentyl)picolinamide